fluorooxyniobium FO[Nb]